nicotine salicylic acid salt C(C=1C(O)=CC=CC1)(=O)O.N1=CC=CC(=C1)C1N(C)CCC1